sn-glycero-3-phospho-L-serine OC[C@@H](O)COP(=O)(O)OC[C@H](N)C(=O)O